C1(=CC=CC=C1)S(=O)(=O)N1C=CC=2C1=NC(=C(C2)C(=O)O)C2=C(C=CC=C2)OC 1-(benzenesulfonyl)-6-(2-methoxyphenyl)pyrrolo[2,3-b]pyridine-5-carboxylic acid